[Au].SC1=C(C(=O)O)C=CC=C1 (2-Mercaptobenzoic acid) gold